3-(((1,3-dimethylazetidin-3-yl)carbamoyl)oxy)propane-1,2-diyl bis(decanoate) C(CCCCCCCCC)(=O)OCC(COC(NC1(CN(C1)C)C)=O)OC(CCCCCCCCC)=O